C(#N)C=1C=C2CN(CC2=CC1)C=1OC2=C(C=C(C=C2C(C1)=O)C(F)(F)F)C(C)NC1=C(C(=O)O)C=CC=C1 2-[1-[2-(5-Cyanoisoindolin-2-yl)-4-oxo-6-(trifluoromethyl)chromen-8-yl]ethylamino]benzoic acid